ClC1=CC(=C(N=N1)C#CC)N1CCOCC1 4-[6-Chloro-3-(prop-1-yn-1-yl)pyridazin-4-yl]morpholine